((6-(4-chlorophenyl)-2-(pyridin-3-yl)pyrimidin-4-yl)amino)-3-methylbutan-1-ol ClC1=CC=C(C=C1)C1=CC(=NC(=N1)C=1C=NC=CC1)NC(CC(C)C)O